FC1=CC=C(OCC(C)=O)C=C1 1-(4-fluorophenoxy)propan-2-one